CC1=NC(=NC=C1C(=O)N1CCCCC1)N1[C@@H](C2=C(CC1)NC=N2)C2=NN1C(C(=CC=C1)C)=C2 (S)-(4-methyl-2-(4-(4-methylpyrazolo[1,5-a]pyridin-2-yl)-1,4,6,7-tetrahydro-5H-imidazo[4,5-c]pyridin-5-yl)pyrimidin-5-yl)(piperidin-1-yl)methanone